C(C)(C)(C)C(CCC)OC(=O)N1C[C@@H]([C@@H](C1)O[Si](C)(C)C(C)(C)C)N=[N+]=[N-] (3S,4R)-3-azido-4-((tert-butyldimethylsilyl)oxy)pyrrolidine-1-carboxylic acid tert-butylButyl ester